1-(3,4-dimethylphenyl)-2,2-dimethyl-1-propanone CC=1C=C(C=CC1C)C(C(C)(C)C)=O